3-fluoro-5-(trifluoromethoxy)benzaldehyde FC=1C=C(C=O)C=C(C1)OC(F)(F)F